N-(3-chlorophenyl)-4-((3,4-difluorophenyl)sulfonamido)benzamide ClC=1C=C(C=CC1)NC(C1=CC=C(C=C1)NS(=O)(=O)C1=CC(=C(C=C1)F)F)=O